CO[C@H]1[C@@H](O[C@H]([C@@H]([C@H]1OCCC)OC)C)OC(NC1=CC=C(C=C1)C1=NN(C=N1)C1=CC=C(C=C1)OC(C(F)(F)F)(F)F)=O [(2S,3R,4R,5S,6S)-3,5-di-methoxy-6-methyl-4-propoxy-tetrahydropyran-2-yl]-N-[4-[1-[4-(1,1,2,2,2-pentafluoroeth-oxy)phenyl]-1,2,4-triazol-3-yl]phenyl]carbamate